C(OC(C)(C)CCC)(=O)O[O-] tert-hexyl peroxycarbonate